2-((Benzo[d]thiazol-5-ylmethyl)(1-(pyridazin-3-yl)ethyl)amino)-2-oxoacetic acid S1C=NC2=C1C=CC(=C2)CN(C(C(=O)O)=O)C(C)C=2N=NC=CC2